(1-(1-methyl-1H-imidazol-2-yl)azetidin-3-yl)methanol CN1C(=NC=C1)N1CC(C1)CO